2-(dimethylamino)quinoline-5-sulfonyl chloride CN(C1=NC=2C=CC=C(C2C=C1)S(=O)(=O)Cl)C